2-(diphenylphosphoryl)pyridin-3-olate C1(=CC=CC=C1)P(=O)(C1=CC=CC=C1)C1=NC=CC=C1[O-]